ClC1=C(C=C2C(=N1)N=C(O2)N2CC(OC(C2)C)C)[N+](=O)[O-] 5-chloro-2-(2,6-dimethylmorpholino)-6-nitrooxazolo[4,5-b]pyridine